C(N)(=O)C1=NC(=NC=C1C)N1C[C@H]([C@@H](CC1)C(=O)O)F Trans-1-(4-carbamoyl-5-methyl-pyrimidin-2-yl)-3-fluoro-piperidine-4-carboxylic acid